N1(CCNCC1)CC1CCC2(CCN(CC2)C(=O)[O-])CC1 9-(Piperazin-1-ylmethyl)-3-azaspiro[5.5]undecan-3-carboxylate